CNC1=C(C=NC=C1)C(C)=O 1-(4-(methylamino)pyridin-3-yl)ethanone